1,5,6,7-tetrahydroazepin-2-one N1C(C=CCCC1)=O